NCC=1C=C(C=CC1)C1=CC(=C(C(=C1)N1CCC2(COC2)CC1)F)COC1=C(C=CC=C1)CC(=O)O 2-(2-((3'-(aminomethyl)-4-fluoro-5-(2-oxa-7-azaspiro[3.5]nonan-7-yl)-[1,1'-biphenyl]-3-yl)methoxy)phenyl)acetic acid